N-(2,6-dimethyl-4-(7-(methylthio)-1,3,4,5-tetrahydro-2H-benzo[c]azepin-2-yl)phenyl)-3,3-dimethylbutyramide CC1=C(C(=CC(=C1)N1CC2=C(CCC1)C=C(C=C2)SC)C)NC(CC(C)(C)C)=O